4-(4,6-dimethoxy[1,3,5]-triazin-2-yl)-4-methylmorpholinium chloride hydrate O.[Cl-].COC1=NC(=NC(=N1)OC)[N+]1(CCOCC1)C